(R)-1-(3-(5-cyclobutoxy-1-(4-(2-fluoro-3-methoxyphenoxy)phenyl)imidazo[1,5-a]pyrazin-3-yl)pyrrolidin-1-yl)prop-2-en-1-one C1(CCC1)OC1=CN=CC=2N1C(=NC2C2=CC=C(C=C2)OC2=C(C(=CC=C2)OC)F)[C@H]2CN(CC2)C(C=C)=O